C1(CC1)C1=NN(C=N1)C1CC2(CN(C2)C(=O)N2CC3(C2)CN(C3)CC=3N(N=CC3)C(F)(F)F)C1 [6-(3-cyclopropyl-1,2,4-triazol-1-yl)-2-azaspiro[3.3]heptan-2-yl]-[6-[[2-(trifluoromethyl)pyrazol-3-yl]methyl]-2,6-diazaspiro[3.3]heptan-2-yl]methanone